NC1=C2C(=NC=N1)N(N=C2C2=CC=C(C=C2)NC(=O)C=2C(N(NC(C2)C(C)C)C2=NC=C(C=C2)C)=O)C2CCC(CC2)O N-(4-(4-Amino-1-(4-hydroxycyclohexyl)-1H-pyrazolo[3,4-d]pyrimidin-3-yl)phenyl)-6-isopropyl-2-(5-Methylpyridin-2-yl)-3-oxo-1,2,3,6-tetrahydropyridazine-4-carboxamide